(but-3-yn-2-yl)-2,6-dimethylpyridazin-3(2H)-one CC(C#C)C=1C(N(N=C(C1)C)C)=O